D-Isoascorbic acid C([C@H]([C@@H]1C(=C(C(=O)O1)O)O)O)O